N-(2,3-difluoro-4-((3-(2-(((3S,5S)-5-fluoro-5-methylpiperidin-3-yl)amino)pyrimidin-4-yl)pyridin-2-yl)oxy)phenyl)-1-phenylmethanesulfonamide FC1=C(C=CC(=C1F)OC1=NC=CC=C1C1=NC(=NC=C1)N[C@@H]1CNC[C@@](C1)(C)F)NS(=O)(=O)CC1=CC=CC=C1